C1(CCCCC1)C1=CC(=NC(=N1)NC=1C=C(C2=C(CCO2)C1)OCCCN1CCCC1)NC 6-cyclohexyl-N4-methyl-N2-[7-(3-pyrrolidin-1-ylpropoxy)-2,3-dihydrobenzofuran-5-yl]pyrimidine-2,4-diamine